6-bromo-N-[(1S)-1-(2-pyrimidin-2-yl-1,2,4-triazol-3-yl)ethyl]-8-(trifluoromethyl)quinolin-4-amine BrC=1C=C2C(=CC=NC2=C(C1)C(F)(F)F)N[C@@H](C)C=1N(N=CN1)C1=NC=CC=N1